(9Z,12Z)-N-methyl-N-(2-(pyridin-2-yldisulfaneyl)ethyl)octadeca-9,12-dien-1-amine CN(CCCCCCCC\C=C/C\C=C/CCCCC)CCSSC1=NC=CC=C1